NC(=O)C=1C=C(C=CC1F)C1=CC(=C(C=C1F)OC)C(=O)N[C@H]1[C@H]([C@@H]2C(C[C@H]1C2)=C(F)F)C(=O)O (1R,2S,3R,4R)-3-(3'-aminocarbonyl-4',6-difluoro-4-methoxy-[1,1'-biphenyl]-3-carboxamido)-6-(difluoromethylene)bicyclo[2.2.1]heptane-2-carboxylic acid